ClC1=C(C=C(C=C1)[N+](=O)[O-])B(O)O 2-CHLORO-5-NITROPHENYLBORONIC ACID